Cl.CO[C@@H]1[C@@H](C1)N (1R,2S)-2-methoxycyclopropane-1-amine hydrochloride